8-[4-(2-aminoethyl)piperazin-1-yl]-3-(2,4-dimethylbenzenesulfonyl)-4H,5H-[1,2,3]triazolo[1,5-a]quinazolin-5-one NCCN1CCN(CC1)C1=CC=C2C(NC=3N(C2=C1)N=NC3S(=O)(=O)C3=C(C=C(C=C3)C)C)=O